2'-hydroxy-4'-(5-methyl-1-(tetrahydro-2H-pyran-2-yl)-1H-indazol-4-yl)-2,3,5,5',6,8'-hexahydrospiro[pyran-4,7'-pyrano[4,3-b]pyridine]-3'-carbonitrile OC1=C(C(=C2C(=N1)CC1(OC2)CCOCC1)C1=C2C=NN(C2=CC=C1C)C1OCCCC1)C#N